ethyl 4,6-dichloro-2-methyl-5-nitro-pyridine-3-carboxylate ClC1=C(C(=NC(=C1[N+](=O)[O-])Cl)C)C(=O)OCC